COC(C1CCN(CC1)C1=CC=C(C=C1)C1=C(CCCC2=C1C=CC(=C2)C(=O)OC)C2=CC=NC=C2)OC methyl 5-[4-[4-(dimethoxymethyl)-1-piperidyl]phenyl]-6-(4-pyridyl)-8,9-dihydro-7H-benzo[7]annulene-2-carboxylate